C(CCCCCCCC)(=O)ON1CCC(CC1)CNC(=O)C1=CC(=C(C=2CCOC21)N)Cl (4-((4-amino-5-chloro-2,3-dihydrobenzofuran-7-carboxamido) methyl) piperidin-1-yl) nonanoate